C1(CC1)NCC1=CC(=C(C=C1)C1=C2C=CC=NC2=NC=C1)F 5-(4-((cyclopropylamino)methyl)-2-fluorophenyl)-1,8-naphthyridin